C(C)OC(=O)C1=CCCC[C@H]1S(NC1=C(C=C(C=C1)F)Cl)(=O)=O ethyl-(6R)-6-(N-(2-chloro-4-fluorophenyl)sulfamoyl)cyclohex-1-ene-1-carboxylate